C(C)(C)(C)OC(=O)N1C(CCC(=CC1)C=1C(=C(C=C2CCCOC12)NC1=NC(=CC(=N1)C)NC)Cl)C tert-butyl-5-[7-chloro-6-[[4-methyl-6-(methylamino)pyrimidin-2-yl] amino]chroman-8-yl]-2-methyl-2,3,4,7-tetrahydroazepine-1-carboxylate